FC=1C=C2C(NN=C(C2=CC1F)C(C)N(C(=O)C1NC2=CC=CC=C2C1)C)=O N-(1-(6,7-difluoro-4-oxo-3,4-dihydrophthalazin-1-yl)ethyl)-N-methylindoline-2-carboxamide